2',4'-dichloro-N-[(1S)-2-(3-cyanophenyl)-1-(4-methyl-4H-1,2,4-triazol-3-yl)ethyl]-[1,1'-biphenyl]-3-sulfonamide ClC1=C(C=CC(=C1)Cl)C1=CC(=CC=C1)S(=O)(=O)N[C@@H](CC1=CC(=CC=C1)C#N)C1=NN=CN1C